tert-butyl N-methyl-N-(5,6,7,8-tetrahydro-4H-cyclohepta[c]thiophen-5-yl)carbamate CN(C(OC(C)(C)C)=O)C1CC=2C(=CSC2)CCC1